N1=CC(=CC=C1)COCC1=CC=C(C=C1)C1=CC=C(C=C1)C1(CC1)NC(OC1CN2CCC1CC2)=O Quinuclidin-3-yl (1-(4'-((pyridin-3-ylmethoxy)methyl)-[1,1'-biphenyl]-4-yl)cyclopropyl)carbamate